C1(CC1)S(=O)(=O)N1CCC(CC1)NC=1N=CC2=C(N1)C(=NC(=C2)C)N2CC1(C2)CN(CC1)C N-(1-(cyclopropylsulfonyl)piperidin-4-yl)-6-methyl-8-(6-methyl-2,6-diazaspiro[3.4]octan-2-yl)pyrido[3,4-d]pyrimidin-2-amine